NC(CC[C@@]1([C@H](O)[C@H](O)[C@@H](CO)O1)C1=CNC(=O)NC1=O)C(=O)O 3-amino-3-carboxypropylpseudouridine